NCC1CC=2C(=NC=3N(C2NC2CC(C2)N)N=CC3Cl)C13CCCC3 (1R,3R)-N1-(6-(aminomethyl)-3-chloro-6,7-dihydrospiro[cyclopenta[d]pyrazolo[1,5-a]pyrimidine-5,1'-cyclopentane]-8-yl)cyclobutane-1,3-diamine